3'-O-methyltaxifolin COC=1C=C([C@H]2OC=3C=C(C=C(C3C([C@@H]2O)=O)O)O)C=CC1O